C(C1=CC=CC=C1)OC(=O)N[C@@H](CC1=CNC2=CC=CC=C12)C(=O)O N-(benzyloxycarbonyl)tryptophan